ClC=1C(N(C(=CC1OCC1=NC=C(C=C1F)F)C)C1=CC(=NC=C1C)C(=O)O)=O (P)-3-chloro-4-((3,5-difluoropyridin-2-yl)methoxy)-5',6-dimethyl-2-oxo-2H-[1,4'-bipyridyl]-2'-carboxylic acid